hexyl R-(-)-lactate C([C@H](O)C)(=O)OCCCCCC